3-(1-aminoethyl)-6-chloro-7-methoxyquinolin-2(1H)-one hydrochloride Cl.NC(C)C=1C(NC2=CC(=C(C=C2C1)Cl)OC)=O